BENZOPYRYLIUM [O+]1=CC=CC2=C1C=CC=C2